O=C1NC(CC(N1)=O)=O 2,4,6-trioxopyrimidine